[1-(pyridin-2-yl)-1H-pyrrol-2-yl-allylideneamino]guanidine N1=C(C=CC=C1)N1C(=CC=C1)C=CC=NNC(=N)N